N1(C(CCC1)C(=O)N)C(=O)N Pyrrolidine-1,2-dicarboxamide